COC(=O)C=1C=CC=2N(N1)C(=NN2)C2=NOC(=C2)C 3-(5-methylisoxazol-3-yl)-[1,2,4]triazolo[4,3-b]pyridazine-6-carboxylic acid methyl ester